2-(3,5-dichloro-4-((1-methyl-1H-benzo[d]imidazol-5-yl)oxy)phenyl)-3,5-dioxo-2,3,4,5-tetrahydro-1,2,4-triazine-6-carbonitrile ClC=1C=C(C=C(C1OC1=CC2=C(N(C=N2)C)C=C1)Cl)N1N=C(C(NC1=O)=O)C#N